2-(2-(4-isopropylcyclopent-1-en-1-yl)ethyl)-1,3-dioxolan C(C)(C)C1CC=C(C1)CCC1OCCO1